C1(CC1)N(CCC(C(=O)O)NC(=O)C1CCC2=CC=CC=C12)CCCCC1=NC=2NCCCC2C=C1 4-[cyclopropyl-[4-(5,6,7,8-tetrahydro-1,8-naphthyridin-2-yl)butyl]amino]-2-[[indane-1-carbonyl]amino]butanoic acid